5-methyl-2-((7-methyl-[1,2,4]triazolo[1,5-a]pyridin-6-yl)amino)-8-((tetrahydro-2H-pyran-4-yl)methyl)pyrido[2,3-d]pyrimidin-7(8H)-one CC1=CC(N(C=2N=C(N=CC21)NC=2C(=CC=1N(C2)N=CN1)C)CC1CCOCC1)=O